7-(ethylamino)-4-(trifluoromethyl)coumarin C(C)NC1=CC=C2C(=CC(OC2=C1)=O)C(F)(F)F